2-chloro-N-(5-ethyl-2-oxo-1-phenylcyclohexyl)acetamide ClCC(=O)NC1(C(CCC(C1)CC)=O)C1=CC=CC=C1